7-(4-chloro-2-fluorophenyl)-8-(2-methyl-6-(trifluoromethyl)pyridin-4-yl)-[1,2,4]triazolo[4,3-c]pyrimidin-5-amine ClC1=CC(=C(C=C1)C1=C(C=2N(C(=N1)N)C=NN2)C2=CC(=NC(=C2)C(F)(F)F)C)F